The molecule is a hydroxy fatty-acyl-CoA that results from the formal condensation of the thiol group of coenzyme A with the carboxy group of 2-hydroxyicosanoic acid It is a hydroxy fatty acyl-CoA and a long-chain fatty acyl-CoA. It derives from a 2-hydroxyarachidic acid. It is a conjugate acid of a 2-hydroxyicosanoyl-CoA(4-). CCCCCCCCCCCCCCCCCCC(C(=O)SCCNC(=O)CCNC(=O)[C@@H](C(C)(C)COP(=O)(O)OP(=O)(O)OC[C@@H]1[C@H]([C@H]([C@@H](O1)N2C=NC3=C(N=CN=C32)N)O)OP(=O)(O)O)O)O